CN1N=C(C=C1)OC1COC1 1-methyl-3-(oxetan-3-yloxy)pyrazol